CN1CCN(CC1)C1=CC(=NC(=N1)\C=C\C1=CC=CC=C1)NC1=NNC(=C1)C 6-(4-methylpiperazin-1-yl)-N-(5-methyl-1H-pyrazol-3-yl)-2-[(E)-2-phenylvinyl]pyrimidin-4-amine